IC1=C(SC=C1)C[C@@]1([C@H](O)[C@H](O)[C@@H](CO)O1)N1C=NC=2C(N)=NC=NC12 [(3-iodothien-2-yl)methyl]adenosine